BrC=1C=CC(=C(C=O)C1)N1CCN(CC1)C1CCCC1 5-bromo-2-(4-cyclopentylpiperazin-1-yl)benzaldehyde